CC=1OC(=C(N1)C)C1=CC(=C(C=C1)NC=1N=CC2=C(N1)C(=NC(=C2)C)NC2CCOCC2)OCC N2-(4-(2,4-dimethyloxazol-5-yl)-2-ethoxyphenyl)-6-methyl-N8-(tetrahydro-2H-pyran-4-yl)pyrido[3,4-d]pyrimidine-2,8-diamine